C(CC)C1CCC=2NC3=CC=C(C=C3C2C1)CC 3-propyl-6-ethyl-2,3,4,9-tetrahydrocarbazole